FC1(CC(CC1)NC1=NC(=NC(=N1)NC1CC(CC1)(F)F)C1=NC=CC(=N1)C(F)(F)F)F N2,N4-bis(3,3-difluorocyclopentyl)-6-(4-(trifluoromethyl)pyrimidin-2-yl)-1,3,5-triazine-2,4-diamine